C(C)(C)(C)C1=CC=C(C=C1)C=1C=CC=C2CC(C(C12)=O)C 7-(4'-tert-butylphenyl)-2-methyl-1-indanone